C1(=CC(=CC(=C1)C1=C(C(=O)[O-])C=CC=C1)C1=C(C(=O)[O-])C=CC=C1)C1=C(C(=O)[O-])C=CC=C1 benzene-1,3,5-triyl-tris(benzoate)